BrC1=CC=C(C=C1)N1C(C2(CC1)OC1=C(C2)C=C(C=C1)OC)=O (4-bromophenyl)-5-methoxy-3H-spiro[benzofuran-2,3'-pyrrolidine]-2'-one